methyl (2R)-2-(tert-butoxycarbonylamino)-3-hydroxy-propanoate C(C)(C)(C)OC(=O)N[C@@H](C(=O)OC)CO